CN1CCC(CC1)OC=1C=NC2=CC=C(C=C2N1)C1=CNC=2N=C(N=CC21)NC2CCOCC2 5-(3-((1-methylpiperidin-4-yl)oxy)quinoxalin-6-yl)-N-(tetrahydro-2H-pyran-4-yl)-7H-pyrrolo[2,3-d]pyrimidin-2-amine